((3RS,4RS)-1-(2-aminooxazolo[4,5-c]pyridin-7-yl)-4-methylpiperidin-3-yl)((S)-6,8-dichloro-1-methyl-3,4-dihydroisoquinolin-2(1H)-yl)methanone NC=1OC2=C(C=NC=C2N2C[C@@H]([C@@H](CC2)C)C(=O)N2[C@H](C3=C(C=C(C=C3CC2)Cl)Cl)C)N1 |&1:11,12|